6-(4-isopropyl-3-(4-(1-isopropylazetidin-3-yl)phenyl)-1H-pyrazol-5-yl)-8-methoxy-[1,2,4]triazolo[1,5-a]pyridine C(C)(C)C=1C(=NNC1C=1C=C(C=2N(C1)N=CN2)OC)C2=CC=C(C=C2)C2CN(C2)C(C)C